Racemic-1-(4-(6-amino-5-(methoxycarbonyl)pyridin-3-yl)phenyl)-3-aza-bicyclo[3.1.0]hexane-3-carboxylic acid tert-butyl ester C(C)(C)(C)OC(=O)N1CC2(CC2C1)C1=CC=C(C=C1)C=1C=NC(=C(C1)C(=O)OC)N